C[C@@H](CC)NC(O[C@H]1C[C@H](CC1)C1=CC(=NN1)NC(CC1=NC=C(C=C1)C(F)(F)F)=O)=O (1R,3S)-3-[3-({[5-(trifluoromethyl) pyridin-2-yl]acetyl}amino)-1H-pyrazol-5-yl]cyclopentyl (2S)-butan-2-ylcarbamate